Cl.COC(CC[C@H](C)N)=O.CO[C@@]1(C(N(CC1)C)=O)C#CC1=CC(=CC=C1)B1OC(C(O1)(C)C)(C)C (R)-3-methoxy-1-methyl-3-((3-(4,4,5,5-tetramethyl-1,3,2-dioxaborolan-2-yl)phenyl)ethynyl)pyrrolidin-2-one methyl-(4S)-4-aminopentanoate hydrochloride